C(C)(=O)OC1=C2C=CNC2=CC=C1 Z-indol-4-yl acetate